C(C)(=O)C1=NN(C2=CC=C(C=C12)C=1C=NC(=NC1)C)CC(=O)N1[C@H]2C[C@]2(C[C@H]1C(=O)NC1=NC(=CC=C1COCC=C)Br)COCC=C (1S,3S,5R)-2-(2-(3-acetyl-5-(2-methylpyrimidin-5-yl)-1H-indazol-1-yl)acetyl)-5-((allyloxy)methyl)-N-(3-((allyloxy)methyl)-6-bromopyridin-2-yl)-2-azabicyclo[3.1.0]hexane-3-carboxamide